ClC1=NC=NC(=C1)[Si](C)(C)C 4-chloro-6-(trimethylsilyl)pyrimidine